C1(CC1)C1=CC=C(C=C1)CC(=O)N[C@H]1CN(C[C@@H]1F)C(=O)OC(C)(C)C tert-butyl (3s,4s)-3-(2-(4-cyclopropylphenyl)acetamido)-4-fluoropyrrolidine-1-carboxylate